ethyl 4-chloro-2-((dimethylamino) methylene)-3-oxobutyrate ClCC(C(C(=O)OCC)=CN(C)C)=O